N-(1-hydroxy-1,3-dihydrobenzo[c][1,2]oxaborole-6-carbonyl)-N-(2-(1-hydroxy-N-(2-hydroxyethyl)-1,3-dihydrobenzo[c][1,2]oxaborole-6-carboxamido)ethyl)glycine OB1OCC2=C1C=C(C=C2)C(=O)N(CC(=O)O)CCN(C(=O)C=2C=CC1=C(B(OC1)O)C2)CCO